C(C1=CC=CC=C1)OC(=O)N[C@H](C(=O)O)CC(=O)OC(C)(C)C (S)-2-(((benzyloxy)carbonyl)amino)-4-(tert-butoxy)-4-oxobutanoic acid